2,3-bis(3,6-diphenyl-9H-carbazol-9-yl)-4-(2,6-diphenylpyridin-3-yl)benzonitrile C1(=CC=CC=C1)C=1C=CC=2N(C3=CC=C(C=C3C2C1)C1=CC=CC=C1)C1=C(C#N)C=CC(=C1N1C2=CC=C(C=C2C=2C=C(C=CC12)C1=CC=CC=C1)C1=CC=CC=C1)C=1C(=NC(=CC1)C1=CC=CC=C1)C1=CC=CC=C1